N-methyl-N'-[(3,4,5-trifluorophenyl)methyl]acetohydrazide CN(NCC1=CC(=C(C(=C1)F)F)F)C(C)=O